FC1=C(C(=CC=C1)C(C)O)NC1=NC(=NC=C1C(=O)N)NC1=C(C=C2CCN(CC2=C1)C)OC 4-((2-fluoro-6-(1-hydroxyethyl)phenyl)amino)-2-((6-methoxy-2-methyl-1,2,3,4-tetrahydroisoquinolin-7-yl)amino)pyrimidine-5-carboxamide